3,3-dimethyl-2-bornanone CC1(C(C2(CCC1C2(C)C)C)=O)C